4-(2,6-diazaspiro[3.3]heptan-2-ylmethyl)-5-(trifluoromethyl)oxazole C1N(CC12CNC2)CC=2N=COC2C(F)(F)F